(1S,2S,5R)-3-(5-bromo-7-chloro-2-(ethylsulfanyl)-8-fluoropyrido[4,3-d]pyrimidin-4-yl)-2-vinyl-3,8-diazabicyclo[3.2.1]octane-8-carboxylic acid tert-butyl ester C(C)(C)(C)OC(=O)N1[C@@H]2[C@@H](N(C[C@H]1CC2)C=2C1=C(N=C(N2)SCC)C(=C(N=C1Br)Cl)F)C=C